C(CCCCCCCCCCC)N1C(CCC1)=O N-dodecylpyrrolidone